The molecule is a member of the class of pyrrolidin-2-ones in which the amide hydrogen of pyrrolidin-2-one has been replaced by a 3-acetamidopropyl group. It has a role as a human urinary metabolite. It is a member of acetamides and a member of pyrrolidin-2-ones. CC(=O)NCCCN1CCCC1=O